C(CC)OC1=CC=C(C=C1)C1NCCC1C(=O)O 2-(4-propoxyphenyl)-3-pyrrolidinecarboxylic acid